C(CCC(=O)[O-])(=O)[O-].[Sr+2] Strontium succinat